bis(hydroxy ethyl) terephthalate C(C1=CC=C(C(=O)OCCO)C=C1)(=O)OCCO